(carboxyphenoxy)zinc C(=O)(O)C1=C(O[Zn])C=CC=C1